N,N-dimethyl-N'-phenyl-N'-(fluorodichloromethylthio)sulfamide CN(S(=O)(=O)N(SC(Cl)(Cl)F)C1=CC=CC=C1)C